NC1=NC=CC(=C1C#CC1CCN(CC1)C(=O)OC(C)(C)C)Br tert-Butyl 4-((2-amino-4-bromopyridin-3-yl)ethynyl)piperidine-1-carboxylate